3-{3-[1-(trifluoromethyl)cyclopropyl]propoxyl-1H-pyrazol-1-yl}-2λ6-thia-3,9,11,18,23-pentaazatetracyclo[17.3.1.111,14.05,10]tetracosa-1(22),5,7,9,19(23),20-hexaene-2,2,4-trione FC(C1(CC1)CCCOC1=NN(C=C1)N1S(C2=CC=CC(NCCCC3CCN(C4=NC=CC=C4C1=O)C3)=N2)(=O)=O)(F)F